dimethyl-methylenediphenyl diisocyanate CC1=C(C(=C(C=C1)N=C=O)CC1=C(C=CC=C1)N=C=O)C